5,8-dithiaspiro[3.4]octan-2-one C1C(CC12SCCS2)=O